1,3-dioxoisoindolin-2-yl 4-(4-fluorophenyl)-4-oxobutyrate FC1=CC=C(C=C1)C(CCC(=O)ON1C(C2=CC=CC=C2C1=O)=O)=O